epoxydecaline C12C(CCC3CCCCC13)O2